FC(C=1C(=C(C=CC1)[C@@H](C)NC(=O)C1=CC2=C(N=CN=C2N2CCC(CC2)(C)O)N1C)F)F (R)-N-(1-(3-(difluoromethyl)-2-fluorophenyl)ethyl)-4-(4-hydroxy-4-methylpiperidin-1-yl)-7-methyl-7H-pyrrolo[2,3-d]pyrimidine-6-carboxamide